FC(COC(C(=O)Cl)=O)(F)F.O=C(C(=O)OCC(F)(F)F)N1[C@H](CC[C@@H](C1)C)C1=CSC=C1 |r| 2,2,2-Trifluoroethyl 2-oxo-2-[rac-(2R,5S)-5-methyl-2-(3-thienyl)-1-piperidyl]acetate 2,2,2-Trifluoroethyl-2-chloro-2-oxo-acetate